tert-butyl N-[2-[3-chloro-2-(2-fluoro-5-methoxy-benzoyl)-4-iodo-anilino]-1-methyl-2-oxo-ethyl]carbamate ClC=1C(=C(NC(C(C)NC(OC(C)(C)C)=O)=O)C=CC1I)C(C1=C(C=CC(=C1)OC)F)=O